N-(3-trimethoxysilylpropyl)-N,N,N-trimethylammonium chloride [Cl-].CO[Si](CCC[N+](C)(C)C)(OC)OC